iridium-ruthenium oxide [Ru]=O.[Ir]